2-(3-fluorophenyl)-7-(trifluoromethyl)[1,2,4]triazolo[1,5-c]quinazolin FC=1C=C(C=CC1)C1=NN2C=NC=3C(=CC=CC3C2=N1)C(F)(F)F